BrC1=C2C(N(C(C2=CC=C1CN(C)C1CCN(CC1)C1=CC=C(C=C1)NC1=NC=C2N=C(N(C2=N1)C1CCCC1)NC1=CC=CC=C1)=O)C1C(NC(CC1)=O)=O)=O 4-Bromo-5-(((1-(4-((9-cyclopentyl-8-(phenylamino)-9H-purin-2-yl)amino)phenyl)piperidin-4-yl)(Methyl)amino)methyl)-2-(2,6-dioxopiperidin-3-yl)isoindoline-1,3-dione